(±)-2-(2-(5-(3-(((tert-butoxycarbonyl)amino)methyl)-2-fluorophenyl)benzofuran-3-yl)-3,4-dihydro-2H-Benzo[b][1,4]oxazin-8-yl)ethyl acetate C(C)(=O)OCCC1=CC=CC2=C1O[C@@H](CN2)C2=COC1=C2C=C(C=C1)C1=C(C(=CC=C1)CNC(=O)OC(C)(C)C)F |r|